P(=O)(O)(O)OC=1C(=O)O[C@@H](C1[O-])[C@@H](O)CO.[Na+] sodium 2-phospho-L-ascorbic acid salt